C1=CC=CC=2C3=CC=CC=C3C(C12)COC(=O)N1[C@H](CCCC1)C(=O)O (2R)-1-(9H-fluoren-9-ylmethoxycarbonyl)piperidin-2-carboxylic acid